6-cyclobutoxy-2-(1-methyl-2-oxabicyclo[2.1.1]hex-4-yl)-N-(6-methylpyrazolo[1,5-a]pyrimidin-3-yl)-2H-indazole-5-carboxamide C1(CCC1)OC=1C(=CC2=CN(N=C2C1)C12COC(C1)(C2)C)C(=O)NC=2C=NN1C2N=CC(=C1)C